CC(C)(C#CC#CC(C)(OOC(C)(C)C)C)OOC(C)(C)C 2,7-dimethyl-2,7-di(t-butylperoxy)-octadiyne